2-hydroxy-6-prop-2-ylcyclohept-2,4,6-trien-1-one OC=1C(C=C(C=CC1)C(C)C)=O